CN(C(C1=CN=CC=C1)=O)C1=CC(=CC=C1)OC(CCNC)C1=CC=CC=C1 N-methyl-N-(3-(3-(methylamino)-1-phenylpropoxy)phenyl)nicotinamide